N1([C@H](CNCC1)C(=O)OC)C(=O)OC(C)(C)C 1-tert-butyl 2-methyl (2R)-piperazine-1,2-dicarboxylate